N-(3-methylpentan-3-yl)cyclohexane-1,4-diamine CC(CC)(CC)NC1CCC(CC1)N